(6S)-11-fluoro-6-isopropyl-2-methoxy-3-(3-methoxypropoxy)-10-oxo-5H,6H-pyrido[1,2-h]1,7-naphthyridine-9-carboxylic acid ethyl ester C(C)OC(=O)C=1C(C(=C2N([C@@H](CC=3C=C(C(=NC23)OC)OCCCOC)C(C)C)C1)F)=O